C1=NC=C(C2=CC=CC=C12)N1C(N(C2=CC=C(C=C2C1=O)C(F)(F)F)C/C=C/C(=O)N)=O Racemic-(E)-4-(3-(isoquinolin-4-yl)-2,4-dioxo-6-(trifluoromethyl)-3,4-dihydroquinazolin-1(2H)-yl)but-2-enamide